C(C1=CC=CC=C1)O[C@H]1C[C@@H](N(C1)C(=O)C1(CCCCC1)C1=CC=C(C=C1)OC)C(=O)NC1=CC=C2C(=N1)C=NN2C(=O)OC(C)(C)C tert-Butyl 5-{[(4S)-4-(benzyloxy)-1-{[1-(4-methoxyphenyl)cyclohexyl]carbonyl}-D-prolyl]amino}-1H-pyrazolo[4,3-b]pyridine-1-carboxylate